iso-Propyl N-[2-(1,3-benzodioxol-5-yl)-1-methyl-2-oxo-ethyl]-N-methyl-carbamate O1COC2=C1C=CC(=C2)C(C(C)N(C(OC(C)C)=O)C)=O